ClC=1C(=CC(=C(C1)C=1C=C(C=CC1F)CN(C(=O)C1CC1)C)O)C N-[[3-(5-Chloro-2-hydroxy-4-methylphenyl)-4-fluorophenyl]methyl]-N-methylcyclopropanecarboxamide